N[C@@H](C)C=1N(C(C2=C(C=CC=C2C1)C)=O)C1=NNC(=C1)F (S)-3-(1-aminoethyl)-2-(5-fluoro-1H-pyrazol-3-yl)-8-methylisoquinolin-1(2H)-one